C1(CC1)COC1=C(C(=O)OC)C=CC(=C1)NS(=O)(=O)C methyl 2-(cyclopropylmethoxy)-4-(methylsulfonylamino)-benzoate